OC1=C(C=CC(=C1)O)C(\C=C\C1=CC(=C(C=C1)CC)O)=O (E)-1-(2,4-Dihydroxyphenyl)-3-(4-ethyl-3-hydroxyphenyl)prop-2-en-1-one